(3R,4S)-3-methyl-2-oxo-8-azaspiro[4.5]decane-4-amine hydrochloride Cl.C[C@H]1C(CC2([C@H]1N)CCNCC2)=O